(2S,3R,4S,5R)-4-(benzyloxy)-5-(((tert-butyldiphenylsilyl)oxy)methyl)-5-vinyltetrahydrofuran-2,3-diyl diacetate C(C)(=O)O[C@@H]1O[C@]([C@H]([C@H]1OC(C)=O)OCC1=CC=CC=C1)(C=C)CO[Si](C1=CC=CC=C1)(C1=CC=CC=C1)C(C)(C)C